ClC=1C=C2C(=NC(=NC2=C(C1C=1C(=CC=C2C=NN(C12)C)C)F)N1CC(C1)NC)N1C[C@H](N(C[C@@H]1C)C(C=C)=O)C 1-((2R,5S)-4-((R)-6-chloro-7-(1,6-dimethyl-1H-indazol-7-yl)-8-fluoro-2-(3-(methylamino)azetidin-1-yl)quinazolin-4-yl)-2,5-dimethylpiperazin-1-yl)prop-2-en-1-one